oxamide bis[ethyl-3-(3,5-di-tert-butyl-4-hydroxyphenyl) propionate] C(C)C(C(=O)O)CC1=CC(=C(C(=C1)C(C)(C)C)O)C(C)(C)C.C(C)C(C(=O)O)CC1=CC(=C(C(=C1)C(C)(C)C)O)C(C)(C)C.NC(=O)C(=O)N